N-[[6-[5-(1,3-dimethylpyrazol-4-yl)isoxazole-3-carbonyl]-6-azaspiro[2.5]octan-2-yl]methyl]furo[2,3-c]pyridine-2-carboxamide CN1N=C(C(=C1)C1=CC(=NO1)C(=O)N1CCC2(C(C2)CNC(=O)C2=CC=3C(=CN=CC3)O2)CC1)C